N-((4-(diethylamino)phenyl)(8-hydroxy-5-methylquinolin-7-yl)methyl)butyramide C(C)N(C1=CC=C(C=C1)C(NC(CCC)=O)C1=CC(=C2C=CC=NC2=C1O)C)CC